C(C1=CC=CC=C1)(C1=CC=CC=C1)S(=O)CC(=O)N 2-(benzhydrylsulfinyl)acetamide